FC1(CCC(CC1)C1=C(C=C(C=N1)CN1N=CC(=C1)C(=O)O)F)F 1-[[6-(4,4-difluorocyclohexyl)-5-fluoropyridin-3-yl]methyl]pyrazole-4-carboxylic acid